IC1=C(C=CC=C1C)C1(CC1)C#N (2-iodo-3-methylphenyl)cyclopropane-1-carbonitrile